N-[3-[5-chloro-2-(difluoromethoxy)phenyl]-1-(2-oxopyrrolidin-3-yl)pyrazol-4-yl]pyrazolo[1,5-a]pyrimidine-3-carboxamide ClC=1C=CC(=C(C1)C1=NN(C=C1NC(=O)C=1C=NN2C1N=CC=C2)C2C(NCC2)=O)OC(F)F